1-methyl-2,3,3-trimethyl-3H-indol-1-ium-5-sulfonate C[N+]1=C(C(C2=CC(=CC=C12)S(=O)(=O)[O-])(C)C)C